3-{4-[(2,4-dichlorophenyl)sulfamoyl]phenyl}-1-(pyridin-3-ylmethyl)urea ClC1=C(C=CC(=C1)Cl)NS(=O)(=O)C1=CC=C(C=C1)NC(NCC=1C=NC=CC1)=O